CC1(O[C@H]2[C@@H](O1)[C@@H](C[C@@H]2CO)N2C=CC1=C2N=CN=C1NC)C ((3aR,4R,6R,6aS)-2,2-Dimethyl-6-(4-(methylamino)-7H-pyrrolo[2,3-d]pyrimidin-7-yl)tetrahydro-4H-cyclopenta[d][1,3]dioxol-4-yl)methanol